ClC1=C(N2CCCC2=C1C(=O)NC1=CC(=C(C=C1)F)Cl)C(C(=O)N[C@@H]1[C@@H](CCC1)O)=O 6-chloro-N-(3-chloro-4-fluorophenyl)-5-(2-(((1S,2R)-2-hydroxycyclopentyl)amino)-2-oxoacetyl)-2,3-dihydro-1H-pyrrolizine-7-carboxamide